tert-butyl (2S,5R)-2-[2-[2-(dimethylamino)Ethyl]Indazol-5-Yl]-5-methyl-piperidine-1-carboxylate CN(CCN1N=C2C=CC(=CC2=C1)[C@H]1N(C[C@@H](CC1)C)C(=O)OC(C)(C)C)C